Tri-ethylenglycol butyl-methyl ether C(CCC)COCCOCCOCCO